benzyl 2-acetyl-6-[4-(methoxycarbonyl) phenyl]-2,7-diazaspiro[3.5]nonane-7-carboxylate C(C)(=O)N1CC2(C1)CC(N(CC2)C(=O)OCC2=CC=CC=C2)C2=CC=C(C=C2)C(=O)OC